C=O Anti-formaldehyde